(rac)-(R)-1-(5-(((tert-Butyldimethylsilyl)oxy)methyl)pyridin-2-yl)-3-(4-(1-(2-methyl-1H-imidazol-1-yl)ethyl)phenyl)urea [Si](C)(C)(C(C)(C)C)OCC=1C=CC(=NC1)NC(=O)NC1=CC=C(C=C1)[C@@H](C)N1C(=NC=C1)C |r|